C(=C)OC=CCC butenyl vinyl ether